N1(C=NC=C1)C(=O)N1CC(C=CC1)C 1-(1H-imidazole-1-carbonyl)-3-methyl-1,2,3,6-tetrahydropyridin